C(C1CO1)N(C1=CC=C(C=C1)OCC1CO1)CC1CO1 N,N-diglycidyl-4-glycidoxy-aniline